2-(4-fluoro-2-methylphenoxy)-N-(2-methoxypyridin-4-yl)-4-(trifluoromethyl)-5-(1-(trifluoromethyl)cyclopropyl)benzamide FC1=CC(=C(OC2=C(C(=O)NC3=CC(=NC=C3)OC)C=C(C(=C2)C(F)(F)F)C2(CC2)C(F)(F)F)C=C1)C